5-({[6-(2-hydroxypropan-2-yl)pyridin-2-yl]carbonyl}amino)-1H-indazole-6-carboxylic acid methyl ester COC(=O)C1=C(C=C2C=NNC2=C1)NC(=O)C1=NC(=CC=C1)C(C)(C)O